N1(N=CC=C1)C1=CC=C(C=N1)N1C(N(C2=C(C1=O)C(=C(S2)C2=CC=C(C=C2)NC(=O)NOC)CN(C)C)CC2=C(C=CC=C2F)F)=O 1-(4-(3-(6-(1H-pyrazol-1-yl)pyrid-3-yl)-1-(2,6-difluorobenzyl)-5-((dimethylamino)methyl)-2,4-dioxo-1,2,3,4-tetrahydrothieno[2,3-d]pyrimidin-6-yl)phenyl)-3-methoxyurea